2-hydroxy-benzaldehyde OC1=C(C=O)C=CC=C1